3-(4-fluoro-3-(trifluoromethyl)phenyl)-5-(2-(3-methoxy-3-methylazetidin-1-yl)-2-oxoethyl)thieno[3,2-c]pyridin-4(5H)-one FC1=C(C=C(C=C1)C1=CSC2=C1C(N(C=C2)CC(=O)N2CC(C2)(C)OC)=O)C(F)(F)F